4-[6-chloro-4-fluoro-5-methyl-8-(3-oxa-7,9-diazabicyclo[3.3.1]nonan-7-yl)-2,7-naphthyridin-3-yl]-5-ethynyl-6-fluoro-naphthalen-2-ol ClC=1C(=C2C(=C(N=CC2=C(N1)N1CC2COCC(C1)N2)C2=CC(=CC1=CC=C(C(=C21)C#C)F)O)F)C